NC1=NC2=C(C=CC=C2C(=N1)C=1N=NN(C1)CC1=CC=CC(=N1)C(C)(C)O)OC 2-(6-{[4-(2-amino-8-methoxyquinazolin-4-yl)-1H-1,2,3-triazol-1-yl]methyl}pyridin-2-yl)propan-2-ol